2,4-dihydroxy-3-(6-isopropyl-3-methylcyclohex-2-en-1-yl)-6-pentylbenzoic acid OC1=C(C(=O)O)C(=CC(=C1C1C=C(CCC1C(C)C)C)O)CCCCC